BrC=1C=C2C(=NC=NC2=CC1)N[C@H](C(=O)NC1CCN(CC1)C(C)C)C (S)-2-((6-bromoquinazolin-4-yl)amino)-N-(1-isopropylpiperidin-4-yl)propanamide